C1CN(CCC12CCCCC2)CCCCCCCSC2=C1CN(C(C1=CC=C2)=O)C2C(NC(CC2)=O)=O 3-(4-((7-(3-azaspiro[5.5]undecan-3-yl)heptyl)thio)-1-oxoisoindolin-2-yl)piperidine-2,6-dione